C(C)SC1=NC=C(C=N1)CN1CCN(CC1)C=1OC2=C(N1)C=CC(=C2)F 2-(4-((2-(ethylthio)pyrimidin-5-yl)methyl)piperazin-1-yl)-6-fluorobenzo[d]oxazole